FC(C(O)C1=CC(=C(C(=C1)C)O)C)F 4-(2,2-difluoro-1-hydroxyethyl)-2,6-dimethylphenol